(5-(3,5-difluorophenyl)-4,5-dihydro-1H-pyrazol-1-yl)(3-((5-methoxy-1H-benzo[d]-imidazol-1-yl)methyl)-bicyclo[1.1.1]pentan-1-yl)-methanone FC=1C=C(C=C(C1)F)C1CC=NN1C(=O)C12CC(C1)(C2)CN2C=NC1=C2C=CC(=C1)OC